COC(/C=C/CC1CCN(CC1)C(=O)OC(C)(C)C)=O tert-butyl 4-[(E)-4-methoxy-4-oxo-but-2-enyl]piperidine-1-carboxylate